5-((R)-3-((R)-5-acryloyl-4-methyl-4,5,6,7-tetrahydropyrazolo[1,5-a]pyrazin-2-yl)-4-(2,4-difluoro-6-(2-methoxyethoxy)phenyl)-6,7-dihydro-5H-cyclopenta[c]pyridin-1-yl)isoindolin-1-one C(C=C)(=O)N1[C@@H](C=2N(CC1)N=C(C2)C2=C(C1=C(C(=N2)C=2C=C3CNC(C3=CC2)=O)CCC1)C1=C(C=C(C=C1OCCOC)F)F)C